C(C(C)C)N1C(=NC=2C1=NC(=CC2)C2=CNC=1N=C(N=C(C12)N[C@@H](C(F)(F)F)C)OC)C (R)-5-(3-isobutyl-2-methyl-3H-imidazo[4,5-b]pyridin-5-yl)-2-methoxy-N-(1,1,1-trifluoropropan-2-yl)-7H-pyrrolo[2,3-d]pyrimidin-4-amine